3-(2-fluoropyrimidin-5-yl)-N-(4-methyl-3-(pyridin-4-yl)-1H-pyrazol-5-yl)propenamide FC1=NC=C(C=N1)C=CC(=O)NC1=C(C(=NN1)C1=CC=NC=C1)C